4-(3-fluoropyridin-4-yl)piperidine-4-carbonitrile FC=1C=NC=CC1C1(CCNCC1)C#N